2-(2,6-dimethyl-4-(3-(5-oxo-4-(4-(trifluoromethyl)phenyl)-4,5-dihydro-1H-1,2,4-triazol-1-yl)propyl)phenoxy)-2-methylpropanoic acid CC1=C(OC(C(=O)O)(C)C)C(=CC(=C1)CCCN1N=CN(C1=O)C1=CC=C(C=C1)C(F)(F)F)C